OC1=C(C=CC=C1)C(C1=CC(=C(C(=C1)C)O)C)C1=CC(=C(C(=C1)C)O)C 4,4'-((2-hydroxyphenyl)methylene)bis(2,6-dimethylphenol)